FC=1C=C(C=CC1F)C1=CC(=CC=C1)C[C@@H]1N(CC([C@@H]1NS(=O)(=O)C)(F)F)C(C(C)C)=O N-[(2S,3R)-2-[(3',4'-difluoro[1,1'-biphenyl]-3-yl)methyl]-4,4-difluoro-1-(2-methylpropanoyl)pyrrolidin-3-yl]methanesulfonamide